FC=1C=C(C=NC1)C1CCN2N1C(C(CCC2)(C)CC#N)=O 2-[3-(5-Fluoro-3-pyridyl)-6-methyl-5-oxo-1,2,3,7,8,9-hexahydropyrazolo[1,2-a]diazepin-6-yl]acetonitril